C(#C)N(S(=O)(=O)C1=CC=C(C=C1)CN1CCOCC1)C N-ethynyl-N-methyl-4-morpholinomethylbenzenesulfonamide